6-[4-[3-(2-[[6-oxo-5-(trifluoromethyl)-1-[[2-(trimethylsilyl)ethoxy]methyl]-1,6-dihydropyridazin-4-yl]amino]propoxy)propanoyl]piperazin-1-yl]pyridine-3-carbonitrile O=C1C(=C(C=NN1COCC[Si](C)(C)C)NC(COCCC(=O)N1CCN(CC1)C1=CC=C(C=N1)C#N)C)C(F)(F)F